SCCC[Si](OC)(OC)OC 3-Mercaptopropyltri-methoxysilan